bis(1-(2-Hydroxy-2-methylpropoxy)-2,2,6,6-tetramethylpiperidin-4-yl) adipate C(CCCCC(=O)OC1CC(N(C(C1)(C)C)OCC(C)(C)O)(C)C)(=O)OC1CC(N(C(C1)(C)C)OCC(C)(C)O)(C)C